trifluoromethanesulfonic acid samarium [Sm].FC(S(=O)(=O)O)(F)F